(6-methylpyridin-2-yl)urea CC1=CC=CC(=N1)NC(=O)N